NC1=CC=C(C(=C1C(=O)N(C)C)F)C=1C(=C2C(=NC1)NC[C@@]21C[C@@](CC1)(CC)C#N)Cl 6-Amino-3-((1S,3S)-4'-chloro-3-cyano-3-ethyl-1',2'-dihydrospiro[cyclopentane-1,3'-pyrrolo[2,3-b]pyridin]-5'-yl)-2-fluoro-N,N-dimethylbenzamide